2-methyl-4-(7-Methoxy-1-methyl-β-carbolin-9-yl)butanamide CC(C(=O)N)CCN1C2=CC(=CC=C2C=2C=CN=C(C12)C)OC